O1C(=CC=C1)C(P1(OC2=C(C3=C(O1)C=CC=C3)C=CC=C2)=O)O 6-(Furan-2-yl(hydroxy)methyl)dibenzo[d,f][1,3,2]dioxaphosphepine-6-oxid